4-[2-(3-aminomethyl-azetidin-1-yl)-5-(4-methoxy-phenyl)-1-methyl-6-oxo-1,6-dihydro-pyrimidin-4-yl]-2-fluoro-benzonitrile NCC1CN(C1)C=1N(C(C(=C(N1)C1=CC(=C(C#N)C=C1)F)C1=CC=C(C=C1)OC)=O)C